N-[4-(4-{3-[(3-fluoro-2-methoxyphenyl)amino]-4-oxo-1H,5H,6H,7H-pyrrolo[3,2-c]pyridin-2-yl}pyridin-3-yl)-2-methylbut-3-yn-2-yl]-N-methylprop-2-enamide FC=1C(=C(C=CC1)NC1=C(NC2=C1C(NCC2)=O)C2=C(C=NC=C2)C#CC(C)(C)N(C(C=C)=O)C)OC